tert-butyl (R)-4-(7-bromo-6-chloro-8-fluoro-2-(((S)-1-methylpyrrolidin-2-yl)methoxy)quinazolin-4-yl)-3-methylpiperazin-1-carboxylate BrC1=C(C=C2C(=NC(=NC2=C1F)OC[C@H]1N(CCC1)C)N1[C@@H](CN(CC1)C(=O)OC(C)(C)C)C)Cl